1,1,1-trifluoropentane FC(CCCC)(F)F